6-((1R,3R)-3-(1-isopropyl-3-(trifluoromethyl)-1H-pyrazol-5-yl)cyclohexyl)-2-thia-6-azaspiro[3.4]octane 2,2-dioxide C(C)(C)N1N=C(C=C1[C@H]1C[C@@H](CCC1)N1CC2(CS(C2)(=O)=O)CC1)C(F)(F)F